CC(C(=O)O)(CCCCCCCCCCCCCC(C)C)CCCCCCC.CC(C(=O)O)(CCCCCCCCCCCCCC(C)C)CCCCCCC.COC=1C=C(C=CC1)C1=NN2C(=NC=3C=CC=CC3C2=N1)NC1(COC1)C(=O)N 3-{[2-(3-methoxyphenyl)[1,2,4]triazolo[1,5-c]quinazolin-5-yl]amino}oxetane-3-carboxamide methylheptyl-isostearate (METHYLHEPTYL-ISOSTEARATE)